(E)-N-(3-amino-4-(2-chloro-5-fluorophenoxy)-7-(2-cyanovinyl)-1-methyl-1H-indazol-5-yl)-3-fluoro-5-(trifluoromethyl)benzamide NC1=NN(C2=C(C=C(C(=C12)OC1=C(C=CC(=C1)F)Cl)NC(C1=CC(=CC(=C1)C(F)(F)F)F)=O)\C=C\C#N)C